(3R)-hydroxybutyryl 3-oxobutanoate O=C(CC(=O)OC(CCCO)=O)C